(S)-2-((S)-2-amino-5,5-difluoro-4,4-dimethylpentanoylamino)-4-methylpentanoate N[C@H](C(=O)N[C@H](C(=O)[O-])CC(C)C)CC(C(F)F)(C)C